N-(3-(diethylamino)propyl)-2-(3-cyano-4-isobutoxyphenyl)-4-methylthiazole-5-carboxamide hydrochloride Cl.C(C)N(CCCNC(=O)C1=C(N=C(S1)C1=CC(=C(C=C1)OCC(C)C)C#N)C)CC